amino-3'-bromobiphenyl-2-ol NC1=C(C(=CC=C1)C1=CC(=CC=C1)Br)O